Methyl 6-chloro-4-((4-(methylsulfonyl)phenyl)amino)pyridazine-3-carboxylate ClC1=CC(=C(N=N1)C(=O)OC)NC1=CC=C(C=C1)S(=O)(=O)C